bis-[4-(4-aminophenoxy)phenyl]propane NC1=CC=C(OC2=CC=C(C=C2)C(C)(C)C2=CC=C(C=C2)OC2=CC=C(C=C2)N)C=C1